[Ir](=O)=O iridium(IV)-oxide